NCCOCCOCCN1CCN(CC1)C=1C=C2CN(C(C2=CC1)=O)C1C(NC(CC1)=O)=O 3-[5-[4-[2-[2-(2-Aminoethoxy)ethoxy]ethyl]piperazin-1-yl]-1-oxo-isoindolin-2-yl]piperidine-2,6-dione